Ethyl (2-amino-6-morpholinopyridin-3-yl)carbamate NC1=NC(=CC=C1NC(OCC)=O)N1CCOCC1